FC1(CN(C1)CCC1CN2C(O1)=CC(=N2)C(=O)O)F 2-(2-(3,3-difluoroazetidin-1-yl)ethyl)-2,3-dihydropyrazolo[5,1-b]oxazole-6-carboxylic acid